O1CC(C1)C=CN1N=CC2=CC=C(C=C12)OC1CCCC=2C(=C(C=NC12)C#N)C(F)(F)F 8-((1-(2-(Oxetan-3-yl)vinyl)-1H-indazol-6-yl)oxy)-4-(trifluoromethyl)-5,6,7,8-tetrahydroquinoline-3-carbonitrile